1-(2-(5-(4-Fluorophenyl)-4H-1,2,4-triazol-3-yl)piperidin-1-yl)-2-(methylsulfanyl)propan-1-one tert-butyl-7-hydroxy-2-(3-hydroxyphenyl)-2,6,6-trimethylheptanoate C(C)(C)(C)OC(C(CCCC(CO)(C)C)(C)C1=CC(=CC=C1)O)=O.FC1=CC=C(C=C1)C=1NC(=NN1)C1N(CCCC1)C(C(C)SC)=O